nitrobenzoimidazolone [N+](=O)([O-])C1=CC=CC2=NC(N=C21)=O